FC=1C=C(C=CC1F)NC(=O)C1=CC=CC=2[C@H](COC21)NC(=O)NC |r| (±)-N-(3,4-difluorophenyl)-3-(3-methylureido)-2,3-dihydrobenzofuran-7-carboxamide